N-(2-Cyclobutoxy-5-methyl-4-phenoxyphenyl)-2-((4-methoxybenzyl)oxy)pyrazolo[1,5-a]Pyridine-3-carboxamide C1(CCC1)OC1=C(C=C(C(=C1)OC1=CC=CC=C1)C)NC(=O)C=1C(=NN2C1C=CC=C2)OCC2=CC=C(C=C2)OC